1H-PYRROLO[3,2-D]PYRIMIDINE-7-CARBOXALDEHYDE N1C=NC=C2C1=C(C=N2)C=O